Methyl-(S,E)-(7-amino-1-((1-((7-(2,2-difluoroethoxy)-1H-indol-2-yl)methyl)-2-oxo-1,2-dihydropyridin-3-yl)amino)-1,7-dioxohept-5-en-2-yl)carbamat COC(N[C@H](C(=O)NC=1C(N(C=CC1)CC=1NC2=C(C=CC=C2C1)OCC(F)F)=O)CC\C=C\C(=O)N)=O